Methyl (S)-2-(2-((1-(5-(benzyloxy)pyridin-3-yl)naphthalen-2-yl)thio)acetamido)-3-(3-methoxy-4-methylphenyl)propanoate C(C1=CC=CC=C1)OC=1C=C(C=NC1)C1=C(C=CC2=CC=CC=C12)SCC(=O)N[C@H](C(=O)OC)CC1=CC(=C(C=C1)C)OC